BrC1=CC2=C(C=C1OC)COC1=C2N(N=C1C(=O)N1C(COCC1)(C)C)C1=CC(=CC(=C1)Cl)Cl [8-bromo-1-(3,5-dichlorophenyl)-7-methoxy-5H-isochromeno[4,3-c]pyrazol-3-yl]-(3,3-dimethylmorpholin-4-yl)methanone